cyclopropanesulphonamide C1(CC1)S(=O)(=O)N